FC=1C=C2C(=C(NC2=C(C1)F)C1=CC=C(C=C1)F)CCO 2-[5,7-difluoro-2-(4-fluorophenyl)-1H-indol-3-yl]ethanol